N-[(S)-1-(8-Cyano-quinoxalin-5-yl)-5,5-difluoro-piperidin-3-yl]-2-(1-methyl-piperidin-4-yl)-acetamide C(#N)C=1C=CC(=C2N=CC=NC12)N1C[C@H](CC(C1)(F)F)NC(CC1CCN(CC1)C)=O